N-[4-[[(1R,5S)-3-azabicyclo[3.1.0]hexan-6-yl]carbamoyl]-3-chloro-phenyl]-5-[2,3-difluoro-4-[1-(2-methoxyethyl)-3,5-dimethyl-pyrazol-4-yl]phenyl]-1-methyl-imidazole-2-carboxamide [C@@H]12CNC[C@H]2C1NC(=O)C1=C(C=C(C=C1)NC(=O)C=1N(C(=CN1)C1=C(C(=C(C=C1)C=1C(=NN(C1C)CCOC)C)F)F)C)Cl